C1(CC1)C(=O)N1CCN(CC1)C=1C=CC(=NC1)C=1C=C(SC1C)C(=O)O 4-[5-(4-cyclopropanecarbonylpiperazin-1-yl)pyridin-2-yl]-5-methylthiophene-2-carboxylic acid